tert-butyl 4-[4-[3-cyano-4-(6-fluoro-3-pyridyl)pyrazolo[1,5-a]pyridin-6-yl]pyrazol-1-yl]piperidine-1-carboxylate C(#N)C=1C=NN2C1C(=CC(=C2)C=2C=NN(C2)C2CCN(CC2)C(=O)OC(C)(C)C)C=2C=NC(=CC2)F